tert-butyl ((1R,4r)-4-(6-(3-cyanopyrrolo[1,2-b]pyridazin-7-yl)-4-(((1r,3R)-3-(((methoxycarbonyl)amino)methyl)cyclobutyl)amino)nicotinamido)cyclohexyl)carbamate C(#N)C1=CC=2N(N=C1)C(=CC2)C2=NC=C(C(=O)NC1CCC(CC1)NC(OC(C)(C)C)=O)C(=C2)NC2CC(C2)CNC(=O)OC